4-[(4-fluoropiperidin-4-yl)methoxy]-6-(prop-2-yloxy)quinoline-7-carboxamide FC1(CCNCC1)COC1=CC=NC2=CC(=C(C=C12)OC(C)C)C(=O)N